Ethyl 2-{2-[(1S)-1-amino-2,2-dicyclopropylethyl]imidazo[1,2-b]pyridazin-7-yl}-4,4-difluorobutanoate hydrochloride Cl.N[C@@H](C(C1CC1)C1CC1)C=1N=C2N(N=CC(=C2)C(C(=O)OCC)CC(F)F)C1